ethyl 2-(2-chloro-6-fluorophenyl)acetate ClC1=C(C(=CC=C1)F)CC(=O)OCC